1-(4,5-dimethoxy-2-methylphenyl)octane-1,8-diol COC1=CC(=C(C=C1OC)C(CCCCCCCO)O)C